N-(6-chloro-1,3-benzoxazol-2-yl)-2-(methoxymethyl)-6-({[2-(trifluoromethyl)phenyl]carbonyl}amino)-1H-benzimidazole-4-carboxamide ClC1=CC2=C(N=C(O2)NC(=O)C2=CC(=CC=3NC(=NC32)COC)NC(=O)C3=C(C=CC=C3)C(F)(F)F)C=C1